FC(C=1C=CC=2N(C1)C(=CN2)C(C)=O)(F)F 1-(6-(trifluoromethyl)imidazo[1,2-a]pyridin-3-yl)ethan-1-one